C(C)(C)(C)OC(=O)N1CC(C1)N1N=NC(=C1C)C(=O)OCC ethyl 1-(1-tert-butoxycarbonylazetidin-3-yl)-5-methyl-triazole-4-carboxylate